(n-butyl) Acrylate C(C=C)(=O)OCCCC